O(C1=CC=CC=C1)C(C(C)OC1=CC=CC=C1)N(C)C 1,2-diphenoxy-N,N-dimethylaminopropane